CC1=C(C(=CC=C1)C)C=1C(=NC(=C(C1C1=C(C=CC=C1)C1=NC(=NC(=N1)C1=CC=CC=C1)C1=CC=CC=C1)C1=CC=C(C=C1)N1C2=CC=C(C=C2C=2C=C(C=CC12)C(C)(C)C)C(C)(C)C)C1=C(C=CC=C1C)C)C1=CC=C(C=C1)N1C2=CC=C(C=C2C=2C=C(C=CC12)C(C)(C)C)C(C)(C)C 9,9'-((3,6-bis(2,6-dimethylphenyl)-4-(2-(4,6-diphenyl-1,3,5-triazin-2-yl)phenyl)pyridine-2,5-diyl)bis(4,1-phenylene))bis(3,6-di-tert-butyl-9H-carbazole)